tri-tert-butyl 2,2',2''-(10-(2-oxo-2-((4-(prop-2-yn-1-yloxy)butyl)amino)ethyl)-1,4,7,10-tetraazacyclododecane-1,4,7-triyl)triacetate O=C(CN1CCN(CCN(CCN(CC1)CC(=O)OC(C)(C)C)CC(=O)OC(C)(C)C)CC(=O)OC(C)(C)C)NCCCCOCC#C